C(C)(C)(C)OC(=O)N1C[C@@H](N(CCC1)C1=NC=CC(=N1)/C(/N)=N/O)C (3S)-4-{4-[(Z)-N'-hydroxycarbamimidoyl]pyrimidin-2-yl}-3-methyl-1,4-diazepane-1-carboxylic acid tert-butyl ester